dihydro-11-phenylindolo[2,3-a]carbazole C1(=CC=CC=C1)N1C2=CC=CC=C2C2=CC=C3C(=C12)N=C1CCCC=C13